CC1=C(SC=C1)C1CCN(CC1)CC=1C=C2CN(C(C2=CC1)=O)N1C(NC(CC1)=O)=O 1-(5-((4-(3-methylthiophen-2-yl)piperidin-1-yl)methyl)-1-oxoisoindolin-2-yl)dihydropyrimidine-2,4(1H,3H)-dione